BrC=1C(=CC2=C(N(C=N2)COCC[Si](C)(C)C)C1)OC 2-[(6-bromo-5-methoxy-benzimidazol-1-yl)methoxy]ethyl-trimethyl-silane